C(#N)C1=CC=C(CCN[C@H](C(=O)C2=CNC3=CC(=CC=C23)C(=O)NC(C)C)C2=CC=CC=C2)C=C1 |r| (S)- and (R)-3-(2-((4-cyanophenethyl)amino)-2-phenylacetyl)-N-isopropyl-1H-indole-6-carboxamide